FC(CC1N(C(NC2=NC(=NC=C21)NC2=CC=C(C=C2)N2CCN(CC2)C)=O)C2CCNC1=C(C=CC=C21)OC)F (2,2-difluoroethyl)-3-(8-methoxy-1,2,3,4-tetrahydroquinolin-4-yl)-7-[4-(4-methylpiperazin-1-yl)anilino]-4H-pyrimido[4,5-d]pyrimidin-2-one